N-methyl-1H-imidazole-2-carboxylic acid CN1C(=NC=C1)C(=O)O